COC1=CC=C(CN2C=3N(C4=C(C2=O)CNCC4)C=CN3)C=C1 4-(4-methoxybenzyl)-6,7,8,9-tetrahydroimidazo[1,2-a]pyrido[3,4-e]pyrimidine-5(4H)-one